C(CC(O)(C(=O)[O-])CC(=O)[O-])(=O)[O-].[Bi+3] Bismuth citrate salt